5-((1H-pyrazol-1-yl)methyl)-2-chloro-4-methoxypyridine N1(N=CC=C1)CC=1C(=CC(=NC1)Cl)OC